N-[6-(dimethylamino)-2-(4-formylcyclohexyl)indazol-5-yl]-6-(trifluoromethyl)pyridine CN(C=1C(=CC2=CN(N=C2C1)C1CCC(CC1)C=O)N1CC=CC=C1C(F)(F)F)C